COC=1C=C(C=CC1OC)C1=CC=NC=2N1N=C(C2)C(=O)NC2=CC=C(C=C2)N([C@@H](C(C)C)C(=O)[O-])C(=O)OC(C)(C)C 4-(7-(3,4-dimethoxyphenyl) pyrazolo[1,5-a]pyrimidine-2-carboxamido)phenyl(tert-butoxycarbonyl)-L-valinate